cyclopropyl-(trifluoro)borohydride C1(CC1)[B-](F)(F)F